C1(CC1)N1CC2=CC=C3C(=C2CC1)N(C(=C3)C3=NC1=C(N3C)C(=CC(=C1)C=O)F)CC1CC1 (2-(7-cyclopropyl-1-(cyclopropylmethyl)-6,7,8,9-tetrahydro-1H-pyrrolo[2,3-f]isoquinolin-2-yl)-7-fluoro-1-methyl-1H-benzo[d]imidazol-5-yl)methanone